2,6-bis-[1-(2-methyl-4-methoxyanilino)ethyl]Pyridine CC1=C(NC(C)C2=NC(=CC=C2)C(C)NC2=C(C=C(C=C2)OC)C)C=CC(=C1)OC